BrCC1=C(C(=NN1CCO[Si](C)(C)C(C)(C)C)C)I 2-[5-(bromomethyl)-4-iodo-3-methyl-pyrazol-1-yl]ethoxy-tert-butyl-dimethyl-silane